CC1CC(C1)(C1=NN=CN1C)C=1C=NC=C(C1)B1OC(C(O1)(C)C)(C)C 3-(3-methyl-1-(4-methyl-4H-1,2,4-triazol-3-yl)cyclobutyl)-5-(4,4,5,5-tetramethyl-1,3,2-dioxaborolan-2-yl)pyridine